C(C)(C)(C)OC(=O)N1[C@@H](CCC1)C=C.C(C)(C)OC1=C(C=C(C=C1)SC)N1CN=C2C=CC=CC2=C1 3-(2-isopropoxy-5-(methylthio)phenyl)quinazolin (S)-tert-butyl-2-vinylpyrrolidine-1-carboxylate